4-{[6,7-bis(methyloxy)quinolin-4-yl]oxy}-3-fluoro-N-methyl-N-(2-phenylethyl)benzenesulfonamide COC=1C=C2C(=CC=NC2=CC1OC)OC1=C(C=C(C=C1)S(=O)(=O)N(CCC1=CC=CC=C1)C)F